[OH-].[OH-].CCCCCC hexane dihydroxide